(2s,4s)-N-((1s,3s)-3-(3-cyclobutylphenyl)cyclobutyl)-N-methyl-6-oxo-7-oxa-5-azaspiro[3.4]octane-2-carboxamide C1(CCC1)C=1C=C(C=CC1)C1CC(C1)N(C(=O)C1CC2(C1)NC(OC2)=O)C